BrC1=CC=C(S1)CCC(=O)O 3-(5-bromo-2-thienyl)propionic acid